ClC1=C(C=C2C(=C(N(C2=C1F)C)C1=NNC(=N1)C(COC)=O)C=1C=NNC1)OC 1-(3-(6-chloro-7-fluoro-5-methoxy-1-methyl-3-(1H-pyrazol-4-yl)-1H-indol-2-yl)-1H-1,2,4-triazol-5-yl)-2-methoxyethan-1-one